C(#N)C1=CC(=C(C(=O)NC2=C(C=CC(=C2)C(NC2=C(C=C(C=C2Cl)C(C(C(F)(F)F)(F)F)(C(F)(F)F)F)Cl)=O)C#N)C=C1)C 4-cyano-N-[2-cyano-5-[[2,6-dichloro-4-[1,2,2,3,3,3-hexafluoro-1-(trifluoromethyl)propyl]phenyl]carbamoyl]-phenyl]-2-methyl-benzamide